FCCCCCCCC(CCCCCCCC)OC(CCCCCCCN(CCCCCC(=O)OCCCCCCCCC)CCO)=O.CC1(CC1)NC1=C(C=NC2=CC=C(C=C12)C=1C=NNC1)C(=O)NCCC=1C=NC=CC1 4-((1-methylcyclopropyl)amino)-6-(1H-pyrazol-4-yl)-N-(2-(pyridin-3-yl)ethyl)quinoline-3-carboxamide 1-fluorohexadecan-8-yl-8-((2-hydroxyethyl)(6-(nonyloxy)-6-oxohexyl)amino)octanoate